caffeine HCl Cl.N1(C)C(=O)N(C)C=2N=CN(C)C2C1=O